N-(methyl-d3)-4-((2,4,5-trimethyl-4,5-dihydro-[1,2,4]triazolo[1,5-a]quinoxalin-6-yl)amino)pyridazine-3-carboxamide C(NC(=O)C=1N=NC=CC1NC1=C2N(C(C=3N(C2=CC=C1)N=C(N3)C)C)C)([2H])([2H])[2H]